3-((3-((4-(4-((3-amino-5-((3S,4S)-4-amino-3-methyl-2-oxa-8-azaspiro[4.5]decan-8-yl)pyrazin-2-yl)thio)pyridin-2-yl)piperazin-1-yl)methyl)phenyl)amino)piperidine-2,6-dione NC=1C(=NC=C(N1)N1CCC2([C@@H]([C@@H](OC2)C)N)CC1)SC1=CC(=NC=C1)N1CCN(CC1)CC=1C=C(C=CC1)NC1C(NC(CC1)=O)=O